BrC=1C(=CC(=C(C1)C(CC(=O)OCC)=O)F)F ethyl 3-(5-bromo-2,4-difluorophenyl)-3-oxopropionate